5-((2-butyloctyl)amino)-5-oxopentanoic acid C(CCC)C(CNC(CCCC(=O)O)=O)CCCCCC